Ethyl (1R,3r,5S,6s)-3-(5-((benzyloxy)carbonyl)-2-fluoro-4-methoxyphenoxy)bicyclo[3.1.0]hexane-6-carboxylate C(C1=CC=CC=C1)OC(=O)C=1C(=CC(=C(OC2C[C@H]3C([C@H]3C2)C(=O)OCC)C1)F)OC